ClC=1C(=NC=CC1C1=NC=C2N1C=CN=C2N2CCC1(CC2)CC2=C(C=NC(=C2)C)C1N)C 1'-(3-(3-chloro-2-methylpyridin-4-yl)imidazo[1,5-a]pyrazin-8-yl)-3-methyl-5,7-dihydrospiro[cyclopenta[c]pyridine-6,4'-piperidine]-7-amine